1,N2-Dibenzylethane-1,2-diamine C(C1=CC=CC=C1)C(CNCC1=CC=CC=C1)N